N-(2-(3,3-dimethyl-2-phenylcyclobut-1-enyl)phenyl)propionamide CC1(C(=C(C1)C1=C(C=CC=C1)NC(CC)=O)C1=CC=CC=C1)C